azetidin-3-ylmethyl 4-[[4-[[2-(6-methyl-2-pyridyl)pyrrolo[2,1-f][1,2,4]triazin-4-yl]amino]pyrimidin-2-yl]amino]benzoate CC1=CC=CC(=N1)C1=NN2C(C(=N1)NC1=NC(=NC=C1)NC1=CC=C(C(=O)OCC3CNC3)C=C1)=CC=C2